2-imino-3-(1-oxo-1,3-dihydroisobenzofuran-4-yl)thiazolidin-4-one N=C1SCC(N1C1=C2COC(C2=CC=C1)=O)=O